2-ethyl-3-(1-methyl-1H-pyrazol-4-yl)cyclopropane-1-carboxamide C(C)C1C(C1C=1C=NN(C1)C)C(=O)N